NNC(C[C@H](N)C(=O)O)=O Nγ-amino-L-asparagine